FC=1C=C(C=C(C1)F)[C@H]1N(OCC1)C(=O)[C@@H]1CC[C@H](CC1)COC1=CC(=NC=N1)C#N trans-6-((4-((S)-3-(3,5-difluorophenyl)isoxazolidine-2-carbonyl)cyclohexyl)methoxy)pyrimidine-4-carbonitrile